3,4-dimethyl-1-(2-methyl-6-nitro-phenyl)pyrrolidine CC1CN(CC1C)C1=C(C=CC=C1[N+](=O)[O-])C